Dimethyl-butyne CC(C#C)(C)C